3-Chloro-2-(2-chloroethoxy)-5-(2-(4-((2-(7-(1-(piperidin-4-ylmethyl)piperidine-4-yl)-2,7-diazaspiro[3.5]non-2-yl)pyrimidin-4-yl)methoxy)phenyl)propan-2-yl)benzonitrile ClC=1C(=C(C#N)C=C(C1)C(C)(C)C1=CC=C(C=C1)OCC1=NC(=NC=C1)N1CC2(C1)CCN(CC2)C2CCN(CC2)CC2CCNCC2)OCCCl